C/C=1/C(=O)OC(\C1\C=CC1=CC=CC=C1)=O (α-methyl)styrene-maleic acid (anhydride)